N,N-dimethyl-4-(5-(4-(methylsulfonyl)phenyl)thiazolo[5,4-b]pyridin-2-yl)piperidin-1-carboxamid CN(C(=O)N1CCC(CC1)C=1SC2=NC(=CC=C2N1)C1=CC=C(C=C1)S(=O)(=O)C)C